2,4-dichloro-6-(dibenzo[b,d]thiophen-3-yl)-1,3,5-triazine ClC1=NC(=NC(=N1)Cl)C=1C=CC2=C(SC3=C2C=CC=C3)C1